tert-butyl 3-(7-carbamoyl-2,3-dimethyl-1H-indol-4-yl)-5,6-dihydropyridine-1(2H)-carboxylate C(N)(=O)C=1C=CC(=C2C(=C(NC12)C)C)C=1CN(CCC1)C(=O)OC(C)(C)C